{2-[4-(2-methoxy-ethoxy)-3-trifluoromethyl-phenylamino]-5-methyl-pyrimidin-4-ylamino}-3H-benzoxazol-2-one COCCOC1=C(C=C(C=C1)NC1=NC=C(C(=N1)NN1C(OC2=C1C=CC=C2)=O)C)C(F)(F)F